4-((4-(cyclopropylmethoxy)-2-(N-methylmethanesulfonamido)phenyl)amino)-6-((6-fluoropyridin-2-yl)amino)-N-methoxynicotinamide C1(CC1)COC1=CC(=C(C=C1)NC1=CC(=NC=C1C(=O)NOC)NC1=NC(=CC=C1)F)N(S(=O)(=O)C)C